C(C)(C)(C)OC(=O)N1C(=C(C=2C1=CN=C(C2Cl)N2CCN(CC2)C(=O)OC(C)(C)C)C(C)C)C=2C=C(C=1N(C2)N=CN1)OC 5-(4-(tert-Butoxycarbonyl)piperazin-1-yl)-4-chloro-3-isopropyl-2-(8-methoxy-[1,2,4]triazolo[1,5-a]pyridin-6-yl)-1H-pyrrolo[2,3-c]pyridine-1-carboxylic acid tert-butyl ester